1-{2-methyl-5-[5-(4-methylpiperazin-1-yl)-1H-imidazo[4,5-b]pyridin-2-yl]-4-[4-(piperidin-1-yl)phenyl]-1H-pyrrol-3-yl}ethan-1-one CC=1NC(=C(C1C(C)=O)C1=CC=C(C=C1)N1CCCCC1)C=1NC=2C(=NC(=CC2)N2CCN(CC2)C)N1